COC(C(F)C1=C(C=CC(=C1)Cl)Br)=O 2-(2-bromo-5-chloro-phenyl)-2-fluoro-acetic acid methyl ester